FC1(CC1)C(=O)N1CCP(CC1)(=O)C1=CC2=C(N=C(N=C2N[C@H](C)C2=C(C(=CC=C2)C(F)(F)F)C)C)C=N1 1-(1-fluorocyclopropane-1-carbonyl)-4-[2-methyl-4-({(1R)-1-[2-methyl-3-(trifluoromethyl)phenyl]ethyl}amino)pyrido[3,4-d]pyrimidin-6-yl]-1,4lambda5-azaphosphinan-4-one